C(C1=CC=CC=C1)SC=1N=C(C(=NC1)CN)Cl (5-(benzylthio)-3-chloropyrazin-2-yl)methylamine